COC=1C=C(C=C(C1)OC)N1S(C2=C(C1)C(=CC=C2)F)(=O)=O N-(3,5-Bis(methoxy)phenyl)-4-fluorobenzo[d]isothiazole-1,1-dioxide